3-acetyl-4-chloro-N-((1S,2R)-2-(6-fluoro-2,3-dimethylphenyl)-1-(5-oxo-4,5-dihydro-1,3,4-oxadiazol-2-yl)propyl)-2-methoxybenzenesulphonamide C(C)(=O)C=1C(=C(C=CC1Cl)S(=O)(=O)N[C@@H]([C@H](C)C1=C(C(=CC=C1F)C)C)C=1OC(NN1)=O)OC